C(C)(=O)NC=1C=C(C=CC1)C1=C2CN(C(C2=C(C=C1)OC)=O)CC(C(=O)N)=C 2-[[4-(3-acetamidophenyl)-7-methoxy-1-oxo-isoindolin-2-yl]methyl]prop-2-enamide